1,4-bis(isocyanatomethylene)cyclohexane N(=C=O)C=C1CCC(CC1)=CN=C=O